C1=CC=CC=2C3=CC=CC=C3N(C12)C1=CC=C(C=C1)[Si](C1=CC=CC=C1)(C1=CC=CC=C1)C1=CC=C(C=C1)N1C2=CC=CC=C2C=2C=CC=CC12 bis-(4-(9H-carbazol-9-yl)phenyl)diphenylsilane